(2S)-2-[4-[6-(3-cyclopropyl-1,2,4-triazol-1-yl)-2-azaspiro[3.3]heptane-2-carbonyl]piperazin-1-yl]-2-(4-fluorophenyl)acetamide C1(CC1)C1=NN(C=N1)C1CC2(CN(C2)C(=O)N2CCN(CC2)[C@H](C(=O)N)C2=CC=C(C=C2)F)C1